3-methyl-1,3,5-tri(cyanoethoxy)pentane CC(CCOCCC#N)(CCOCCC#N)OCCC#N